FC=1C=C(C=CC1F)NC(=O)C=1C(=C(N2CCCCC12)C(C(=O)N[C@@H]1[C@@H](CCC1)O)=O)C N-(3,4-difluorophenyl)-3-(2-(((1S,2R)-2-hydroxycyclopentyl)amino)-2-oxoacetyl)-2-methyl-5,6,7,8-tetrahydroindolizine-1-carboxamide